5-(1-methylpropoxy)pentylamine CC(CC)OCCCCCN